(E)-5-(3-(4-cyclopropylphenyl)acryloyl)-4-methylthieno[2,3-b]pyridin-6(7H)-one C1(CC1)C1=CC=C(C=C1)/C=C/C(=O)C1=C(C2=C(NC1=O)SC=C2)C